COC1CCN(CC1)C=1C=CC(=NC1)[N+](=O)[O-] 5-(4-methoxypiperidin-1-yl)-2-nitropyridine